(E)-N'-hydroxy-N-(p-tolyl)benzimidamide O/N=C(\C1=CC=CC=C1)/NC1=CC=C(C=C1)C